tert-butyl N-(tert-butoxycarbonyl)-N-[6-(2-hydroxyethyl)-3-methoxypyrazin-2-yl]carbamate C(C)(C)(C)OC(=O)N(C(OC(C)(C)C)=O)C1=NC(=CN=C1OC)CCO